COC1=CC=C(C=C1)N1CN(CC1CCCCC)C1=CC=CC=C1 3-(4-methoxyphenyl)-1-phenyl-4-(pentyl)imidazolidine